OCC1=CC=2NC(C=3N(C2N=C1)N=CC3C)=O 7-(Hydroxymethyl)-3-methylpyrazolo[1,5-a]pyrido[3,2-e]pyrazin-4(5H)-one